COC(=O)C=1C=CC2=C(N(C(=N2)CN2CCN(CC2)C2=CC=C3C(=N2)N(N=C3)CC3=C(C=C(C=C3)C#N)F)C[C@H]3OCC3)C1 (S)-2-((4-(1-(4-cyano-2-fluorobenzyl)-1H-pyrazolo[3,4-b]pyridin-6-yl)piperazin-1-yl)methyl)-1-(oxetan-2-ylmethyl)-1H-benzo[d]imidazole-6-carboxylic acid methyl ester